4-benzyl-N-[4-chloro-5-(difluoromethoxy)-2-fluorophenyl]-1H-pyrrole-3-sulfonamide C(C1=CC=CC=C1)C=1C(=CNC1)S(=O)(=O)NC1=C(C=C(C(=C1)OC(F)F)Cl)F